2-methyl-1-(4,5,8-trichloro-2-((2-(pyrimidin-5-yl)ethyl)sulfinyl)quinolin-3-yl)propan-1-one CC(C(=O)C=1C(=NC2=C(C=CC(=C2C1Cl)Cl)Cl)S(=O)CCC=1C=NC=NC1)C